C(#N)CC1=NN(C=C1)CC1=CC(C(=C(N1CC)C1=CC(=C(C=C1)Cl)Cl)C(=O)O)=O 6-[[3-(cyanomethyl)pyrazol-1-yl]methyl]-2-(3,4-dichlorophenyl)-1-ethyl-4-oxo-pyridine-3-carboxylic acid